OCC1=CC=CC(=N1)NC(CCC(C)C)=O N-(6-(hydroxymethyl)pyridin-2-yl)-4-methylpentanamide